CC(C)(CC(C)(C)C)N1C(N(C2=C1C=CC=C2)C(C)(CC(C)(C)C)C)=[Pd-2](Cl)Cl [1,3-bis(2,4,4-trimethylpentan-2-yl)-benzimidazol-2-ylidene]palladium(II) dichloride